di-n-butoxymonoacetylaluminum C(CCC)O[Al](C(C)=O)OCCCC